ClC(C)C=1C(OC2(C1C1=CC=CC=C1)CCCCC2)=O (1-chloroethyl)-4-phenyl-1-oxaspiro[4.5]dec-3-en-2-one